tetraoctyl-titanium C(CCCCCCC)[Ti](CCCCCCCC)(CCCCCCCC)CCCCCCCC